C1(CC1)N1N=CC(=C1)C=1C=C(C=CC1)N(C(=O)[C@@H]1CC[C@H](CC1)NC(CO)=O)C[C@@H]1CC[C@H](CC1)C1=CC(=C(C=C1)OC)C trans-N-(3-(1-Cyclopropyl-1H-pyrazol-4-yl)phenyl)-4-(2-hydroxyacetamido)-N-((trans-4-(4-methoxy-3-methylphenyl)cyclohexyl)methyl)-cyclohexanecarboxamide